FC1=C(CCN2C(C3=CC=C(C=C3CC2)C2=C(C=CC=C2)OC(F)(F)F)=O)C=CC=C1 2-(2-fluorophenethyl)-6-(2-(trifluoromethoxy)phenyl)-3,4-dihydroisoquinolin-1(2H)-one